1-methyl-4-(4-pyridyl)pyrazol CN1N=CC(=C1)C1=CC=NC=C1